BrC1=C(N=C2N(C1=O)C=C(C(=N2)OC)F)C(F)(F)F 3-bromo-7-fluoro-8-methoxy-2-(trifluoromethyl)-4H-pyrimido[1,2-a]pyrimidin-4-one